4-(dimethylamino)-6-(6-(methyl(2,2,6,6-tetramethylpiperidin-4-yl)amino)pyridazin-3-yl)quinolin-7-ol di-formate C(=O)O.C(=O)O.CN(C1=CC=NC2=CC(=C(C=C12)C=1N=NC(=CC1)N(C1CC(NC(C1)(C)C)(C)C)C)O)C